4-bromo-5-fluoro-2-nitrobenzaldehyde BrC1=CC(=C(C=O)C=C1F)[N+](=O)[O-]